O(S(=O)(=O)C(F)(F)F)C1=NN(C(=C1)N)C=1SC2=C(N1)C=CC=C2 5-amino-1-(benzo[d]thiazol-2-yl)-1H-pyrazol-3-yl triflate